C(C)OC(=O)C1=C(C(=NN1C)C1CCN(CC1)C(=O)OC(C)(C)C)C(F)(F)F tert-butyl 4-(5-(ethoxycarbonyl)-1-methyl-4-(trifluoromethyl)-1H-pyrazol-3-yl)piperidine-1-carboxylate